C(CCCCC(=O)O)(=O)O.C(CCCCCC)C(CCCCCCCCCC)O.C(CCCCCC)C(CCCCCCCCCC)O di(heptyl-undecanol) adipate